N-(4-(4-Amino-1-(tetrahydrofuran-3-yl)-1H-pyrazolo[3,4-d]pyrimidin-3-yl)phenyl)-2-(4-Fluorophenyl)-6-isopropyl-3-oxo-2,3-dihydropyridazine-4-carboxamide NC1=C2C(=NC=N1)N(N=C2C2=CC=C(C=C2)NC(=O)C=2C(N(N=C(C2)C(C)C)C2=CC=C(C=C2)F)=O)C2COCC2